propyl bis(trimethylsilyl) phosphate P(=O)(OCCC)(O[Si](C)(C)C)O[Si](C)(C)C